(m-xylylene)bismaleimide tert-butyl-(2R,5S)-2-ethyl-4-(8-formyl-3,9-dimethyl-2-oxo-3,9-dihydro-2H-purin-6-yl)-5-methylpiperazine-1-carboxylate C(C)(C)(C)OC(=O)N1[C@@H](CN([C@H](C1)C)C=1C=2N=C(N(C2N(C(N1)=O)C)C)C=O)CC.C1(=CC(=CC=C1)CC=1C(=O)NC(C1)=O)CC=1C(=O)NC(C1)=O